FC1=CC=C(C=2C(=CCC12)O)C#N 7-fluoro-3-hydroxyindene-4-carbonitrile